ClC1=C(CCC2=NC=3N(C(N(C(C3N2)=O)CC#C)=O)CCCCP(OCC)(OCC)=O)C(=CC=C1)Cl Diethyl (4-(8-(2,6-dichlorophenethyl)-2,6-dioxo-1-(prop-2-yn-1-yl)-1,2,6,7-tetrahydro-3H-purin-3-yl)butyl)phosphonate